C(C(C)(C)C)(=O)OC1=CC2=CC=CC=C2C(=C1)C1=C(C=2N=C(N=C(C2C(=N1)Br)O)O)F 4-(5-bromo-8-fluoro-2,4-dihydroxypyrido[4,3-d]pyrimidin-7-yl)naphthalen-2-yl pivalate